FC1=C(OC2=CC3=C(N=C(N=C3)SC)N=C2NCCO)C=CC(=C1)F 2-((6-(2,4-difluorophenoxy)-2-(methylthio)pyrido[2,3-d]pyrimidin-7-yl)amino)ethan-1-ol